CC(C)(C1=CC=CC=C1)NC(=O)C1=NN(C2=CC=CC=C12)CCCCCF N-(1-methyl-1-phenylethyl)-1-(5-fluoropentyl)indazole-3-carboxamide